ClC1=C(N=C(N=N1)NC1=C(C=C2CCN(CC2=C1)C)OC)NC1=C(C(=O)NC)C=CC=C1 ((6-chloro-3-((6-methoxy-2-methyl-1,2,3,4-tetrahydroisoquinolin-7-yl)amino)-1,2,4-triazin-5-yl)amino)-N-methylbenzamide